BrC=1C(=CC(=NC1)NC(C1=CN=C(C=C1)C1=C(C=C(C=C1)C1=NOC(=N1)C)C1CC1)=O)OCCN(C)C N-(5-bromo-4-(2-(dimethylamino)ethoxy)pyridin-2-yl)-6-(2-cyclopropyl-4-(5-methyl-1,2,4-oxadiazol-3-yl)phenyl)nicotinamide